C1=CC2=C(C=C1S(=O)(=O)C3=CC4=C(C=C3)C(=O)OC4=O)C(=O)OC2=O 4,4'-Sulfonyldiphthalic anhydride